C(COCC(=O)S)OCC(=O)S 2'-(1,2-ethanediyl-dioxy)diacetyl mercaptan